(2R,3S,4S,5R)-3-(3,4-difluoro-2-methoxyphenyl)-N-(2-((R)-2,3-dihydroxypropoxy)pyridin-4-yl)-4,5-dimethyl-5-(trifluoromethyl)tetrahydrofuran-2-carboxamide FC=1C(=C(C=CC1F)[C@H]1[C@@H](O[C@]([C@H]1C)(C(F)(F)F)C)C(=O)NC1=CC(=NC=C1)OC[C@@H](CO)O)OC